FC(C=1C=C2C(=CC1)NC(C21CCN(CC1)CCOC=1C=NC(=NC1)C1(CC1)S(=O)(=O)C)=O)F 5-(difluoromethyl)-1'-(2-{[2-(1-methanesulfonylcyclopropyl)pyrimidin-5-yl]oxy}ethyl)-1,2-dihydrospiro[indole-3,4'-piperidin]-2-one